Tert-butyl (2-(7-(diethylamino)-4-methyl-2-oxo-2H-chromen-3-yl)ethyl)carbamate C(C)N(C1=CC=C2C(=C(C(OC2=C1)=O)CCNC(OC(C)(C)C)=O)C)CC